C(C)(C)[Si](C(C)C)(C(C)C)/C(=C(/C(=O)O)\CCC(C)C)/C(=O)O.C(\C=C/C(=O)OCCC(C)C)(=O)O[Si](C(C)C)(C(C)C)C(C)C triisopropylsilyl isopentyl maleate (triisopropylsilyl isopentyl maleate)